COC1CN(C1)C(CN1C(NC2=NC=C(C=C21)C2=CC(=CC=C2)C(F)(F)F)=O)=O 1-[2-(3-methoxyazetidin-1-yl)-2-oxo-ethyl]-6-[3-(trifluoromethyl)phenyl]-3H-imidazo[4,5-b]pyridin-2-one